C1=C(C=CC2=CC(=CC=C12)C(C=O)C)C(C=O)C 2,2'-(naphthalene-2,6-diyl)dipropanal